6-bromo-4-(dimethylamino)-2,3-difluorobenzaldehyde BrC1=CC(=C(C(=C1C=O)F)F)N(C)C